C(CCCCCCC)OC(CCC(=O)OCCCCCCN(CCCCCCOC(CCC(OCCCCCCCC)OCCCCCCCC)=O)CCCN)OCCCCCCCC ((3-aminopropyl)azanediyl)bis(hexane-6,1-diyl) bis(4,4-bis(octyloxy)butanoate)